Amyl 4-hydroxybenzoate OC1=CC=C(C(=O)OCCCCC)C=C1